5-chloro-N-((2S)-4-(cyclopropylamino)-3-hydroxy-1-((3S,5R)-5-methyl-2-oxopyrrolidin-3-yl)-4-oxobutan-2-yl)-2-(2,2-difluoro-3-phenylpropanamido)benzamide ClC=1C=CC(=C(C(=O)N[C@@H](C[C@H]2C(N[C@@H](C2)C)=O)C(C(=O)NC2CC2)O)C1)NC(C(CC1=CC=CC=C1)(F)F)=O